NC1=NC=NN2C1=C(C=C2C2CCN(CC2)C(C(C)C)=O)C2=CC=C(C=C2)C=2C=C(N(C(C2C(=O)N)=O)C2=CC=CC=C2)C2=NC=CC=C2 4-(4-(4-Amino-7-(1-isobutyrylpiperidin-4-yl)pyrrolo[2,1-f][1,2,4]triazin-5-yl)phenyl)-6-oxo-1-phenyl-1,6-dihydro-[2,2'-bipyridine]-5-carboxamide